C(C1=CC=CC=C1)O[C@H](COCCCO)C (S)-3-(2-(benzyloxy)propoxy)propan-1-ol